4-naphthyl-7-amino-2-(trifluoromethyl)quinoline C1(=CC=CC2=CC=CC=C12)C1=CC(=NC2=CC(=CC=C12)N)C(F)(F)F